4-(methylsulfonyl)piperazine CS(=O)(=O)N1CCNCC1